FC(C=1C=[N+](C=CC1)N)(F)F 3-(trifluoromethyl)pyridin-1-ium-1-amine